N-((1-(2-(6-(Difluoromethyl)imidazo[1,2-a]pyrazin-3-yl)pyrimidin-4-yl)pyrrolidin-3-yl)methyl)methanesulfonamide FC(C=1N=CC=2N(C1)C(=CN2)C2=NC=CC(=N2)N2CC(CC2)CNS(=O)(=O)C)F